8-methoxy-6-methyl-imidazo[1,2-a]pyrazin-2-amine COC=1C=2N(C=C(N1)C)C=C(N2)N